ethyl 2-(3,4-dichlorophenyl)-2,2-difluoroacetate ClC=1C=C(C=CC1Cl)C(C(=O)OCC)(F)F